COC(C1=NN=C2N1C=C(N=C2)C=2C=NC(=CC2)O[C@@H](C(F)(F)F)C(C)C)(F)F (R)-3-(methoxydifluoromethyl)-6-(6-((1,1,1-trifluoro-3-methylbut-2-yl)oxy)pyridin-3-yl)-[1,2,4]triazolo[4,3-a]pyrazine